C1(=CC=CC=C1)S(=O)(=O)N1C=CC=2C1=NC=C(C2)B2OC(C)(C)C(C)(C)O2 1-benzenesulfonyl-1H-pyrrolo[2,3-b]pyridine-5-boronic acid pinacol ester